3-bromo-5-chloro-N-(thiophen-2-ylmethyl)thieno[3,2-b]pyridin-7-amine BrC1=CSC=2C1=NC(=CC2NCC=2SC=CC2)Cl